3-(4-methylphenyl)urea CC1=CC=C(C=C1)NC(N)=O